O[C@H]1C[C@H](CCC1)NCCCCCCCC(=O)OC(CCCCCCCC)CCCCCCCC 9-heptadecyl 8-(((1S,3R)-3-hydroxycyclohexyl)amino)octanoate